4-chloro-1-phenyl-7-(trifluoromethyl)quinolin-2(1H)-one ClC1=CC(N(C2=CC(=CC=C12)C(F)(F)F)C1=CC=CC=C1)=O